4-[2-(4-amino-piperidin-1-yl)-5-(4-dimethylamino-phenyl)-1-methyl-6-oxo-1,6-dihydro-pyrimidin-4-yl]-2-fluoro-benzonitrile NC1CCN(CC1)C=1N(C(C(=C(N1)C1=CC(=C(C#N)C=C1)F)C1=CC=C(C=C1)N(C)C)=O)C